COC1(CC1)C=1C=C(C(=O)OC)C=C(C1)C(F)(F)F methyl 3-(1-methoxycyclopropyl)-5-(trifluoromethyl)benzoate